2-chloro-N-(2,2-difluorobenzo[d][1,3]dioxol-4-yl)nicotinamide ClC1=C(C(=O)NC2=CC=CC=3OC(OC32)(F)F)C=CC=N1